(2,3-Dioleoyl-propyl)trimethylammonium chloride [Cl-].C(CCCCCCC\C=C/CCCCCCCC)(=O)C(C[N+](C)(C)C)CC(CCCCCCC\C=C/CCCCCCCC)=O